bis(4-hydroxyphenyl) selenide OC1=CC=C(C=C1)[Se]C1=CC=C(C=C1)O